C1(=CC=C(C=C1)CC#N)CC#N p-Xylylene dicyanide